C(C)(C)(C)OC(N(C)[C@H](C(=O)NCCOC1=NC(=NC(=C1)NC=1SC(=CN1)C1CCC1)CC)C)=O N-[(1S)-2-[2-[6-[(5-cyclobutylthiazol-2-yl)amino]-2-ethyl-pyrimidin-4-yl]oxyethylamino]-1-methyl-2-oxo-ethyl]-N-methyl-carbamic acid tert-butyl ester